2-(1,4-Dioxaspiro[4.5]dec-8-yl)quinoline-6-carboxylic acid methyl ester COC(=O)C=1C=C2C=CC(=NC2=CC1)C1CCC2(OCCO2)CC1